C(C)(C)(C)OC(=O)N1CC(C(CC1)=O)N1C(C2=CC=CC=C2C1=O)=O 3-(1,3-Dioxoisoindolin-2-yl)-4-oxopiperidine-1-carboxylic acid tert-butyl ester